O=C1CC(CN1CC=1C=NC=CC1)C(=O)NC1=CC=C(C=C1)C1=NC(=NO1)C1=CC=NC=C1 5-oxo-N-{4-[3-(pyridin-4-yl)-1,2,4-oxadiazol-5-yl]Phenyl}-1-[(pyridin-3-yl)methyl]Pyrrolidine-3-carboxamide